5-fluoro-8-(4-fluorophenyl)-9-(3,5-dimethyl-1H-1,2,4-triazol-1-yl)-8,9-dihydro-2H-pyrido[4,3,2-de]phthalazin-3(7H)-one FC=1C=C2C=3C(=NNC(C3C1)=O)C(C(N2)C2=CC=C(C=C2)F)N2N=C(N=C2C)C